P(=O)([O-])([O-])[O-].[Al+3] aluminum phosphate salt